2-(6-(1H-indazol-4-yl)pyridin-2-yl)-6-fluoro-7-(1H-indazol-4-yl)-4-(2-morpholinoethyl)-3,4-dihydro-2H-benzo[b][1,4]oxazine N1N=CC2=C(C=CC=C12)C1=CC=CC(=N1)C1CN(C2=C(O1)C=C(C(=C2)F)C2=C1C=NNC1=CC=C2)CCN2CCOCC2